3-(5-(3-(6-methoxypyridin-2-yl)-1H-pyrazol-5-yl)-1-oxoisoindolin-2-yl)piperidine-2,6-dione COC1=CC=CC(=N1)C1=NNC(=C1)C=1C=C2CN(C(C2=CC1)=O)C1C(NC(CC1)=O)=O